Tri(2-ethyl-4-methyl-1-pentyl) citrate C(CC(O)(C(=O)OCC(CC(C)C)CC)CC(=O)OCC(CC(C)C)CC)(=O)OCC(CC(C)C)CC